ClC1=CC(=NC(=C1C(=O)O)C)Cl 4,6-dichloro-2-methyl-nicotinic acid